C(\C=C\C(=O)O)(=O)O.C(C)C=1C(NC=2C=C(C=NC2C1)CN1C[C@@H]2COCC3=C(N2CC1)C=CC(=N3)C(=O)NC)=O (R)-3-((7-ethyl-6-oxo-5,6-dihydro-1,5-naphthyridin-3-yl)methyl)-N-methyl-1,2,3,4,4a,5-hexahydro-7H-pyrazino[2,1-c]pyrido[3,2-e][1,4]oxazepine-9-carboxamide fumarate